(vinyloxy)azetidine-1-carboxylic acid tert-butyl ester C(C)(C)(C)OC(=O)N1C(CC1)OC=C